C(C)(C)(C)OC(N(C)[C@H]1CN(CC1)C1=NC=C(N=C1)C(NC1=CC2=CN(N=C2C(=C1)F)C)=O)=O (R)-(1-(5-((7-fluoro-2-methyl-2H-indazol-5-yl)carbamoyl)pyrazin-2-yl)pyrrolidin-3-yl)(methyl)carbamic acid tert-butyl ester